(tert-butyldimethylsilyl)copper [Si](C)(C)(C(C)(C)C)[Cu]